[Na].SCCC 3-sulfhydryl-propane sodium